CN1N=C2N=CC(=CC2=C1)C1=CC=C2C(=N1)SC(=C2)[C@@H](C)O (1R)-1-(6-(2-methyl-2H-pyrazolo[3,4-b]pyridin-5-yl)thieno[2,3-b]pyridin-2-yl)ethanol